FC(O[C@@H]1C[C@H](N(C1)C(CNC(C1=CC=C(C=C1)OC1=CC=CC=C1)=O)=O)C(=O)NC(CNC(OC(C)(C)C)=O)C=1SC=C(C1)C(NO)=N)F tert-butyl (2-((2S,4R)-4-(difluoromethoxy)-1-((4-phenoxybenzoyl)glycyl)pyrrolidine-2-carboxamido)-2-(4-(N-hydroxycarbamimidoyl)thiophen-2-yl)ethyl)carbamate